2-(3',5'-dibromo-[1,1'-biphenyl]-3-yl)-4,6-diphenyl-1,3,5-triazine BrC=1C=C(C=C(C1)Br)C1=CC(=CC=C1)C1=NC(=NC(=N1)C1=CC=CC=C1)C1=CC=CC=C1